2-benzyl-6-(((6-(1,3-dimethyl-1H-pyrazol-4-yl)pyridazin-3-yl)oxy)methyl)-2-azaspiro[3.3]heptane C(C1=CC=CC=C1)N1CC2(C1)CC(C2)COC=2N=NC(=CC2)C=2C(=NN(C2)C)C